ClC1=CC=C(C=N1)C1=CC(=NC2=C(N=CC=C12)C1=CC=NN1)N1CCOCC1 4-(6-chloropyridin-3-yl)-2-(morpholin-4-yl)-8-(1H-pyrazol-5-yl)-1,7-naphthyridine